tert-butyl 4-({5-[(3R)-2,6-dioxopiperidin-3-yl]pyridin-2-yl}oxy)piperidine-1-carboxylate O=C1NC(CC[C@@H]1C=1C=CC(=NC1)OC1CCN(CC1)C(=O)OC(C)(C)C)=O